C(C)(C)(CC(C)(C)C)NC(C=C)=O N-tert-octyl-acrylamide